3-[N-(4-diphenylaminophenyl)-N-phenylamino]-9-phenyl-carbazole C1(=CC=CC=C1)N(C1=CC=C(C=C1)N(C1=CC=CC=C1)C=1C=CC=2N(C3=CC=CC=C3C2C1)C1=CC=CC=C1)C1=CC=CC=C1